N-(4-(cis-bicyclo[3.1.0]hexan-3-yloxy)-3,5-difluorophenyl)-2-((3aS,6aS)-hexahydro-5H-furo[2,3-c]pyrrol-5-yl)-5-(2,2,2-trifluoroethyl)oxazole-4-carboxamide C12CC(CC2C1)OC1=C(C=C(C=C1F)NC(=O)C=1N=C(OC1CC(F)(F)F)N1C[C@@H]2[C@H](C1)CCO2)F